C12(CC(C1)C2)N2N=NC(=C2)[C@H](C=2C(=NC(=CC2)F)C)NC=2C=C1C(=C(C=NC1=C(C2)C#N)C#N)NCC(C)(C)C (S)-6-(((1-(bicyclo[1.1.1]pentan-1-yl)-1H-1,2,3-triazol-4-yl)(6-fluoro-2-methylpyridin-3-yl)methyl)amino)-4-(neopentylamino)quinoline-3,8-dicarbonitrile